S(=O)(=O)(O)CCCSSCCCS(=O)(=O)O Bis-(3-sulfopropyl)Disulfid